tert-butyl (1R,2'S,3r,3'S,5S)-2'-hydroxy-3'-((R)-5H-imidazo[5,1-a]isoindol-5-yl)-8-azaspiro[bicyclo[3.2.1]octane-3,1'-cyclobutane]-8-carboxylate O[C@@H]1C2(C[C@H]1[C@H]1N3C(C4=CC=CC=C14)=CN=C3)C[C@H]3CC[C@@H](C2)N3C(=O)OC(C)(C)C